tert-Butyl (S)-(1-(2-chloro-5-((tetrahydro-2H-pyran-4-yl)ethanyl)pyridin-4-yl)-3-methylpiperidin-3-yl)carbamate ClC1=NC=C(C(=C1)N1C[C@@](CCC1)(C)NC(OC(C)(C)C)=O)CCC1CCOCC1